N1CC(C1)CN1CCC(CC1)CNC(=O)C1=C(C=C(C=C1)NC(=O)C=1N(C(=CN1)C1=C(C(=C(C=C1)OC)F)F)C)Cl N-[4-[[1-(azetidin-3-ylmethyl)-4-piperidinyl]methylcarbamoyl]-3-chloro-phenyl]-5-(2,3-difluoro-4-methoxy-phenyl)-1-methyl-imidazole-2-carboxamide